bromobenzene format C(=O)O.BrC1=CC=CC=C1